N-(1-(8-fluoro-2-methyl-2,4-dihydropyrazolo[4',3':4,5]pyrano[2,3-b]quinoxalin-10-yl)ethylidene)-2-methylpropane-2-sulfinamide FC=1C=C(C=2N=C3C(=NC2C1)OCC=1C3=CN(N1)C)C(C)=NS(=O)C(C)(C)C